Methyl-vinylimidazolium C[N+]1=C(NC=C1)C=C